2,2-difluoroacetimidamide hydrochloride Cl.FC(C(N)=N)F